C1(C(CC(CC1)C(C)C)O)(C)O menthanediol